FC1=C(C=CC=C1)C1=CC(=CN1S(=O)(=O)C1=CC(=CC=C1)OCCCOC)CNC 1-[5-(2-fluoro-phenyl)-1-{[3-(3-methoxypropoxy)phenyl]Sulfonyl}-1H-pyrrol-3-yl]N-methyl-methylamine